[Cl-].[C-]1(C=CC=C1)C[N+](C)(C)C.[CH-]1C=CC=C1.[Fe+2] (Ferrocenylmethyl)trimethylammonium chloride